FC1=C(C(=O)C2=CC=C(C(=O)NC3=C(C=NC=C3)NC(=O)C3=CC=NC=C3)C=C2)C(=CC=C1OC)OC N-{4-[4-(2-fluoro-3,6-dimethoxybenzoyl)benzamido]pyridin-3-yl}pyridine-4-carboxamide